1-tridecanoyl-2-(8Z,11Z,14Z-eicosatrienoyl)-glycero-3-phosphoserine CCCCCCCCCCCCC(=O)OC[C@H](COP(=O)(O)OC[C@@H](C(=O)O)N)OC(=O)CCCCCC/C=C\C/C=C\C/C=C\CCCCC